N-(5-CHLOROPYRIDIN-3-YL)-4-CYCLOPROPYL-3-PHENYLISOTHIAZOLE-5-CARBOXAMIDE ClC=1C=C(C=NC1)NC(=O)C1=C(C(=NS1)C1=CC=CC=C1)C1CC1